(R)-5-((4-acetamidopiperidin-1-yl)methyl)-N-(2-chloro-3-(3'-chloro-6-methoxy-5-((((5-oxopyrrolidin-2-yl)methyl)amino)methyl)-[2,4'-bipyridin]-2'-yl)phenyl)-4-methoxypicolinamide C(C)(=O)NC1CCN(CC1)CC=1C(=CC(=NC1)C(=O)NC1=C(C(=CC=C1)C1=NC=CC(=C1Cl)C1=NC(=C(C=C1)CNC[C@@H]1NC(CC1)=O)OC)Cl)OC